ClC=1C=C2C3=NN=C(N3CC3=C(N=CN3C2=CC1)C(=O)O)COC 15-chloro-9-(methoxymethyl)-2,4,8,10,11-penta-azatetracyclo[11.4.0.02,6.08,12]heptadeca-1(17),3,5,9,11,13,15-heptaene-5-carboxylic acid